4-Amino-2-methyl-butane-2-thiol NCCC(C)(S)C